C1(=CC=C(C=C1)C=1OC(=NN1)C(F)(F)F)C 2-(p-tolyl)-5-(trifluoromethyl)-1,3,4-oxadiazole